N-cyclopropyl-6-[6-(deutero)-methoxy-5-({1-[3-(trifluorometh-oxy)phenyl]ethyl}carbamoyl)-pyridin-3-yl]-1H-indazole-3-carboxamide C1(CC1)NC(=O)C1=NNC2=CC(=CC=C12)C=1C(=NC(=C(C1)C(NC(C)C1=CC(=CC=C1)OC(F)(F)F)=O)[2H])OC